CN1C(C2=C(C(=C1)C1=C(C=CC=C1)OC1=CC=CC=C1)C=C(N2)C(=O)O)=O 6-methyl-7-oxo-4-(2-phenoxyphenyl)-6,7-dihydro-1H-pyrrolo[2,3-c]pyridine-2-carboxylic acid